N1C=CC2=CC=C(C=C12)NC(NC1=CC(=CC=C1)NC(NC1=CC=C2C=CNC2=C1)=O)=O 3-(1H-indol-6-yl)-1-(3-{[(1H-indol-6-yl)carbamoyl]amino}phenyl)urea